CC1=CC(=NC=C1C(F)(F)F)CNC1CCCC=2C=CC=NC12 N-((4-methyl-5-(trifluoromethyl)pyridin-2-yl)-methyl)-5,6,7,8-tetrahydroquinolin-8-amine